(S)-1-((4-(6-carbamimidoyl-5-methyl-1H-benzo[d]imidazol-2-yl)benzoyl)-L-prolyl)-N-(4-(6-carbamimidoyl-5-methyl-1H-benzo[d]imidazol-2-yl)phenyl)pyrrolidine-2-carboxamide C(N)(=N)C=1C(=CC2=C(NC(=N2)C2=CC=C(C(=O)N3[C@@H](CCC3)C(=O)N3[C@@H](CCC3)C(=O)NC3=CC=C(C=C3)C3=NC4=C(N3)C=C(C(=C4)C)C(N)=N)C=C2)C1)C